6-(cyclopropanecarboxamido)-4-((2,5-dimethyl-4,5-dihydro-2H-[1,2,3]triazolo[4,5-c][1,7]naphthyridin-6-yl)amino)-N-(methyl-d3)pyridazine-3-carboxamide C1(CC1)C(=O)NC1=CC(=C(N=N1)C(=O)NC([2H])([2H])[2H])NC1=NC=CC=2C=3C(CN(C12)C)=NN(N3)C